CSC1=NC=2CC3(CCC2C(=N1)N1C[C@H]2CC[C@@H](C1)N2C(=O)OC(C)(C)C)CCCC2=CC=CC=C23 tert-Butyl (1R,5S)-3-(2'-(methylthio)-3,4,5',8'-tetrahydro-2H,6'H-spiro[naphthalene-1,7'-quinazolin]-4'-yl)-3,8-diazabicyclo[3.2.1]octane-8-carboxylate